C(C)OCC=1N(C2=C(C(=NC=3C=CC=C(C23)OC2CCNCC2)N)N1)C 2-(ethoxymethyl)-1-methyl-9-(piperidin-4-yloxy)-1H-imidazo[4,5-c]quinolin-4-amine